3-(4-chlorophenyl)-N,N-dimethyl-3-(pyridine-2-yl)propan-1-amine ClC1=CC=C(C=C1)C(CCN(C)C)C1=NC=CC=C1